2-(2-((1S,2S)-2-fluorocyclopropane-1-carboxamido)imidazo[1,2-a]pyridin-6-yl)phenethyl 4-methylbenzenesulfonate CC1=CC=C(C=C1)S(=O)(=O)OCCC1=C(C=CC=C1)C=1C=CC=2N(C1)C=C(N2)NC(=O)[C@H]2[C@H](C2)F